C12COCC2C1C=1N=C2N(C=C(C(=C2)OC)C(=O)NC2=NC(=CC=C2)OC)C1 2-(3-oxabicyclo[3.1.0]hex-6-yl)-7-methoxy-N-(6-methoxypyridin-2-yl)imidazo[1,2-a]pyridine-6-carboxamide